7-(3-fluorophenethoxy)-4-(o-tolyl)isoquinolin-1(2H)-one FC=1C=C(CCOC2=CC=C3C(=CNC(C3=C2)=O)C2=C(C=CC=C2)C)C=CC1